4-(3-fluorophenyl)-1-tosyl-1H-pyrrole-3-sulfonamide FC=1C=C(C=CC1)C=1C(=CN(C1)S(=O)(=O)C1=CC=C(C)C=C1)S(=O)(=O)N